C(C)OC1=NC(=CC(=C1)C1=CC(=C2C(=N1)N=C(N2)NC(=O)C2=CC=C(C=N2)C(=O)O)N(C)CC2(CCCC2)COC)C(F)(F)F 6-({5-[2-Ethoxy-6-(trifluoromethyl)pyridin-4-yl]-7-({[1-(methoxymethyl)cyclopentyl]methyl}(methyl)amino)-1H-imidazo[4,5-b]pyridin-2-yl}carbamoyl)pyridine-3-carboxylic acid